FC=1C=C(C(=O)OC)C=CC1/C=N/N(C)C(C1=C(C(=CC=C1)C)F)=O methyl (E)-3-fluoro-4-((2-(2-fluoro-3-methylbenzoyl)-2-methylhydrazineylidene)methyl)benzoate